N-{1-(3-Methoxycyclobutyl)-3-(pyridine-2-yl)-1H-pyrazol-4-yl}-5-(1H-pyrazol-4-yl)furan-2-carboxamide, Formate Salt C(=O)O.COC1CC(C1)N1N=C(C(=C1)NC(=O)C=1OC(=CC1)C=1C=NNC1)C1=NC=CC=C1